CC1=NC2=CC(=NC=C2C=C1C=1C=NC(=CC1C)C(CC)=O)N methyl-7-amino-3-(4-methyl-6-propanoylpyridin-3-yl)-1,6-naphthyridine